tert-Butyl 4-(difluoro((3-fluorophenyl)sulfonyl)methyl)piperidine-1-carboxylate FC(C1CCN(CC1)C(=O)OC(C)(C)C)(S(=O)(=O)C1=CC(=CC=C1)F)F